NC1=CC2=C(N(N=C2C(=C1C(=O)C1=C(C=CC(=C1)F)Cl)C#N)C)C=C 5-amino-6-[(2-chloro-5-fluorophenyl)carbonyl]-2-methyl-3-vinylindazole-7-carbonitrile